4-[benzoyl (ethyl)amino]pentan-2-yl benzoate C(C1=CC=CC=C1)(=O)OC(C)CC(C)N(CC)C(C1=CC=CC=C1)=O